N-propyl-5-chloro-N-naphthylsulfonyl-1,2-ethanediamine hydrochloride Cl.C(CC)N(CCN)S(=O)(=O)C1=CC=CC2=C(C=CC=C12)Cl